CC=1N=C2N(N=C(C=C2)C2=CNC=3N=C(N=CC32)N[C@@H]3CC[C@@H](CC3)OC(F)(F)F)C1 5-(2-methylimidazo[1,2-b]pyridazin-6-yl)-N-(cis-4-(trifluoromethoxy)cyclohexyl)-7H-pyrrolo[2,3-d]pyrimidin-2-amine